ClC=1N=C(NC1[C@H]1[C@H](CN(CC1)S(=O)(=O)C=1C=C(N=NC1)OC)C)C1=NC=C(C=C1)F 5-[[(3R,4R)-4-[4-Chloro-2-(5-fluoro-2-pyridyl)-1H-imidazol-5-yl]-3-methyl-1-piperidyl]sulfonyl]-3-methoxy-pyridazine